1,9-diamino-3,7-dioxa-5-(1-amino-2-ethoxy)-nonane NCCOCC(COCCN)OCCN